3-(4-Butoxyphenyl)hex-4-ynoic acid C(CCC)OC1=CC=C(C=C1)C(CC(=O)O)C#CC